3-bromo-N'-(tert-butyldimethylsilyl)benzenesulfonimidamide BrC=1C=C(C=CC1)S(=O)(N)=N[Si](C)(C)C(C)(C)C